tert-butyl (3S,4R)-3-(4-chlorophenyl)-4-{[(3,5-dichlorophenyl)carbamoyl]amino}pyrrolidine-1-carboxylate ClC1=CC=C(C=C1)[C@H]1CN(C[C@@H]1NC(NC1=CC(=CC(=C1)Cl)Cl)=O)C(=O)OC(C)(C)C